1-((3R,4R)-3-((3-chloro-6-((1-(2,2-difluoroethyl)-1H-pyrazol-4-yl)amino)-1H-pyrazolo[3,4-d]pyrimidin-4-yl)amino)-4-methylpiperidin-1-yl)prop-2-en-1-one ClC1=NNC2=NC(=NC(=C21)N[C@H]2CN(CC[C@H]2C)C(C=C)=O)NC=2C=NN(C2)CC(F)F